COC=1C=C2CCN(CC2=CC1NC1=NC2=CC(=CC=C2C=N1)NC=1C=C(C=CC1)N1C(N(CC1)C)=O)C 1-[3-({2-[(6-methoxy-2-methyl-1,2,3,4-tetrahydroisoquinolin-7-yl)amino]quinazolin-7-yl}amino)phenyl]-3-methylimidazolidin-2-one